NC1=NC=NC=2C3=C(CC(C12)(C)C)C(=C(C=C3)O[C@@H]3CC[C@H](CC3)NC(OC(C)(C)C)=O)N(CC)CC tert-butyl N-[trans-4-[[4-amino-7-(diethylamino)-5,5-dimethyl-6H-benzo[h]quinazolin-8-yl]oxy]cyclohexyl]carbamate